C(C1=CC=CC=C1)C1=NC(=NN1)C(=O)N[C@@H]1C(N(C2=C(OC1)C=CC(=C2)C#CC2(COC2)O)C)=O (S)-5-benzyl-N-(7-((3-hydroxyoxetan-3-yl)ethynyl)-5-methyl-4-oxo-2,3,4,5-tetrahydrobenzo[b][1,4]oxazepin-3-yl)-1H-1,2,4-triazole-3-carboxamide